rel-4-bromo-6-methyl-5-((1s,2r)-2-methylcyclopropyl)-1-(tetrahydro-2H-pyran-2-yl)-1H-indazole BrC1=C2C=NN(C2=CC(=C1[C@@H]1[C@@H](C1)C)C)[C@@H]1OCCCC1 |o1:15|